trans-N-(8-amino-6-(5-amino-4-methylpyridin-3-yl)-7-chloroisoquinolin-3-yl)-2-(cyanomethyl)cyclopropane-1-carboxamide NC=1C(=C(C=C2C=C(N=CC12)NC(=O)[C@H]1[C@@H](C1)CC#N)C=1C=NC=C(C1C)N)Cl